(4-((4-fluorobenzyl)(methyl)amino)-3-methylpiperidin-1-yl)-5-methyl-6-oxo-5,6-dihydro-1,5-naphthyridine-2-carbonitrile FC1=CC=C(CN(C2C(CN(CC2)C=2C(=NC=3C=CC(N(C3C2)C)=O)C#N)C)C)C=C1